morpholinopyrrol O1CCN(CC1)C=1NC=CC1